N1[C@@H](CCC1)[C@@H]1OCCC2=CC(=CC=C12)C1=NOC=C1 (R-1-((S)-pyrrolidin-2-yl)isochroman-6-yl)isoxazole